OC(C=CC=CC=CCC=CCCCCCC(=O)O)C(CC=CCC)O 16,17-dihydroxy-7,10,12,14,19-docosapentaenoic acid